C(C)(=O)[C@H]1CC[C@H]2[C@@H]3CC[C@H]4C[C@@H](CC[C@@]4([C@H]3CC[C@]12C)C)OC(CCC(CCC(=O)O)O)=O 7-[[(3R,5S,8R,9S,10S,13S,14S,17S)-17-acetyl-10,13-dimethyl-2,3,4,5,6,7,8,9,11,12,14,15,16,17-tetradecahydro-1H-cyclopenta[a]phenanthren-3-yl]oxy]-4-hydroxy-7-oxo-heptanoic acid